6-butyl-3-[4-(cyclopropylmethyl)piperazine-1-carbonyl]-5-(2,6-dimethoxyphenyl)pyridine-2,4-diol C(CCC)C1=C(C(=C(C(=N1)O)C(=O)N1CCN(CC1)CC1CC1)O)C1=C(C=CC=C1OC)OC